tert-butyl 3-(4-bromothiophen-3-yl)-3-hydroxyazetidine-1-carboxylate tert-butyl-3-(4-bromothiophen-3-yl)-3-hydroxyazetidine-1-carboxylate C(C)(C)(C)OC(=O)N1CC(C1)(O)C1=CSC=C1Br.BrC=1C(=CSC1)C1(CN(C1)C(=O)OC(C)(C)C)O